N-(1-(3,4-dichlorophenyl)-2-(dimethylamino)ethyl)-4-phenoxybenzenesulfonamide ClC=1C=C(C=CC1Cl)C(CN(C)C)NS(=O)(=O)C1=CC=C(C=C1)OC1=CC=CC=C1